4-(((trans)-4-(3-chloro-4-(piperidin-1-yl)phenyl)cyclohexyl)thio)-1H-1,2,3-triazole-5-carboxylic acid ClC=1C=C(C=CC1N1CCCCC1)[C@@H]1CC[C@H](CC1)SC=1N=NNC1C(=O)O